The molecule is a lysophosphatidylcholine 22:5 in which the acyl group at position 1 is (4Z,7Z,10Z,13Z,16Z)-docosapentaenoyl and the hydroxy group at position 2 is unsubstituted. It is a lysophosphatidylcholine (22:5/0:0) and a 1-O-acyl-sn-glycero-3-phosphocholine. It derives from a (4Z,7Z,10Z,13Z,16Z)-docosa-4,7,10,13,16-pentaenoic acid. CCCCC/C=C\\C/C=C\\C/C=C\\C/C=C\\C/C=C\\CCC(=O)OC[C@H](COP(=O)([O-])OCC[N+](C)(C)C)O